C(C=C)(=O)OCCC[Si](O[Si](C)(C)C)(O[Si](C)(C)C)O[Si](C)(C)C 3-acryloxypropyl-tri(trimethylsiloxy)silane